CC1=C(C=CC=C1C(F)(F)F)[C@@H](C)NC(=O)C1=CN(C(C=C1N[C@H]1CN(CC1)C)=O)C1CCOCC1 N-((R)-1-(2-methyl-3-(trifluoromethyl)phenyl)ethyl)-4-(((R)-1-methylpyrrolidin-3-yl)amino)-6-oxo-1-(tetrahydro-2H-pyran-4-yl)-1,6-dihydropyridine-3-carboxamide